((1S,6R,7R)-3-(3-(4-chloro-2-methyl-2H-indazol-5-yl)-1H-pyrazolo[3,4-b]pyrazin-6-yl)-7-(2,6-difluorophenyl)-3-azabicyclo[4.1.0]heptan-7-yl)methanamine ClC=1C2=CN(N=C2C=CC1C1=NNC2=NC(=CN=C21)N2C[C@@H]1[C@]([C@@H]1CC2)(C2=C(C=CC=C2F)F)CN)C